FC1=C(CNC2=NC(=NC=C2C(=O)N)NC=2C=NN(C2)C)C=CC=C1 4-[(2-fluoro-benzyl)amino]-2-[(1-methyl-1H-pyrazol-4-yl)amino]pyrimidin-5-carboxamide